2-amino-4-(4-hydroxyphenyl)-5-oxO-4H,5H-pyrano[3,2-c]chromene-3-carbonitrile NC1=C(C(C=2C(OC=3C=CC=CC3C2O1)=O)C1=CC=C(C=C1)O)C#N